COC(C1=CC=C(C=C1)N1N=C(C(=C1N)C#N)C1=CC=C(C=C1)Br)=O 4-[5-Amino-3-(4-bromophenyl)-4-cyano-pyrazol-1-yl]benzoic acid methyl ester